(1-aminoethyl)-7-chloro-3-methyl-3,4-dihydrospiro[benzo[d][1,2]thiazine-1,1'-cyclopropane]-2,2-dioxide NC(C)C1C2(C1)C1=C(CN(S2(=O)=O)C)C=CC(=C1)Cl